5-chloro-N2-(4-((cis)-2,6-dimethyl-1-(tetrahydro-2H-pyran-4-yl)-1,2,3,6-tetrahydropyridin-4-yl)-2-isopropoxy-5-methyl-phenyl)-N4-(2-(isopropylsulfonyl)phenyl)pyrimidine-2,4-diamine ClC=1C(=NC(=NC1)NC1=C(C=C(C(=C1)C)C=1C[C@@H](N([C@@H](C1)C)C1CCOCC1)C)OC(C)C)NC1=C(C=CC=C1)S(=O)(=O)C(C)C